2-n-propyl-4-methyl-6-(methylbenzimidazole-2-yl)benzimidazole C(CC)C=1NC2=C(N1)C=C(C=C2C)C=2NC1=C(N2)C=CC=C1C